FC1=CC=C(C=C1)C[C@H]1CN(CCC1)C(=O)C=1C=C(C=NC1OC)C1=CC=C2C(=NNC2=C1)C(=O)NC 6-{5-[(3S)-3-[(4-fluorophenyl)-methyl]piperidine-1-carbonyl]-6-methoxy-pyridin-3-yl}-N-methyl-1H-indazole-3-carboxamide